COC(=O)[C@@H]1N(C(C2=CC(=CC(=C12)Br)F)=O)CC1=CC=C(C=C1)OC |r| rac-7-bromo-5-fluoro-2-(4-methoxybenzyl)-3-oxoisoindoline-1-carboxylic acid methyl ester